C(C)(C)(C)OC(=O)N1[C@H](CC[C@@H](C1)NC(COC1=CC(=C(C=C1)Cl)F)=O)C=1OC(=NN1)C1CC(C1)OC(F)(F)F (2R,5S)-5-[2-(4-chloro-3-fluorophenoxy)acetamido]-2-{5-[(1s,3s)-3-(trifluoromethoxy)cyclobutyl]-1,3,4-oxadiazol-2-yl}piperidine-1-carboxylic acid tert-butyl ester